1-(3,3-dimethyl-2-oxo-1-((1-phenylazetidin-3-yl)methyl)indolin-6-yl)-3-(1H-indol-3-yl)urea CC1(C(N(C2=CC(=CC=C12)NC(=O)NC1=CNC2=CC=CC=C12)CC1CN(C1)C1=CC=CC=C1)=O)C